(13z,16z)-N,N-dimethyl-3-nonyldocosahexaen-13,16-dien-1-amine CN(C=CC(=CC=CC=CC=CC=C\C=C/C\C=C/CCCCC)CCCCCCCCC)C